O[C@@]1([C@@H](CC[C@H](C1)C)C(C)C)C(=O)NC[C@H](C1=CC=CC=C1)OCCO (1S,2S,5r)-1-hydroxy-N-((S)-2-(2-hydroxyethoxy)-2-phenylethyl)-2-isopropyl-5-methylcyclohexane-1-carboxamide